1-(4-((2,6-dichloropyridin-4-yl)methyl)piperazin-1-yl)ethan-1-one ClC1=NC(=CC(=C1)CN1CCN(CC1)C(C)=O)Cl